1-(3,3-difluoroazetidine-1-yl)-2-(2-phenyl-1,2,3,4-tetrahydroquinoline-6-yl)ethane-1-one FC1(CN(C1)C(CC=1C=C2CCC(NC2=CC1)C1=CC=CC=C1)=O)F